C(C)(C)C=1C(=NNC1C=1C=C(C=2N(C1)N=CN2)C)C=2SC1=C(N2)CCC(C1)NC1COC1 2-(4-isopropyl-5-(8-methyl-[1,2,4]triazolo[1,5-a]pyridin-6-yl)-1H-pyrazol-3-yl)-N-(oxetan-3-yl)-4,5,6,7-tetrahydrobenzo[d]thiazol-6-amine